S1C=NC=C1/C=C/C(C)=O (E)-4-(thiazol-5-yl)but-3-en-2-one